(E)-3-((S)-7-amino-8-oxo-6,7,8,9-tetrahydro-5H-pyrido[2,3-b]azepin-3-yl)-N-((4-(((1r,4r)-4-aminocyclohexyl)oxy)-3-methylbenzofuran-2-yl)methyl)-N-methylacrylamide N[C@H]1CCC2=C(NC1=O)N=CC(=C2)/C=C/C(=O)N(C)CC=2OC1=C(C2C)C(=CC=C1)OC1CCC(CC1)N